5-dimethylaminonaphthalene-1-sulfonyl chloride CN(C1=C2C=CC=C(C2=CC=C1)S(=O)(=O)Cl)C